BrC=1N=C(SC1)C1=NC2=C(C=CC=C2C(=N1)C)Cl 4-bromo-2-(8-chloro-4-methylquinazolin-2-yl)thiazole